FC=1C=CC(=NC1)N1CC(CC1)CC=1N(C=C(N1)C1=CC=C(C=C1)OCC1=CC=C(C=C1)S(=O)(=O)C)C(=O)N ((1-(5-fluoropyridin-2-yl)pyrrolidin-3-yl)methyl)-4-(4-((4-(methylsulfonyl)benzyl)oxy)phenyl)-1H-imidazole-1-carboxamide